CC1=C2COC(C2=CC=C1[C@@H]1CN(CCN1)CC=1C=CC(=NC1)N1N=NC(=C1)C#N)=O (R)-1-(5-((3-(4-methyl-1-oxo-1,3-dihydroisobenzofuran-5-yl)piperazin-1-yl)methyl)pyridin-2-yl)-1H-1,2,3-triazole-4-carbonitrile